BrC1=C(NC2=C(C=C(C=C12)CN1CCS(CC1)(=O)=O)NC1CCOCC1)C1=CC=CC=C1 4-((3-bromo-2-phenyl-7-((tetrahydro-2H-pyran-4-yl)amino)-1H-indole-5-yl)methyl)thiomorpholine 1,1-dioxide